3-(1-oxo-5-((1-(2-(piperazin-1-yl)acetyl)piperidin-4-yl)oxy)isoindolin-2-yl)piperidine-2,6-dione O=C1N(CC2=CC(=CC=C12)OC1CCN(CC1)C(CN1CCNCC1)=O)C1C(NC(CC1)=O)=O